[N-](S(=O)(=O)C(F)(F)F)S(=O)(=O)C(F)(F)F.[Na+] sodium (I) Bis(trifluoromethanesulfonyl)imide